alpha-hydroxypentanone OCC(CCC)=O